5-chloro-2-[6-[(2S)-2-(hydroxymethyl)morpholin-4-yl]-4-methyl-pyridazin-3-yl]phenol ClC=1C=CC(=C(C1)O)C=1N=NC(=CC1C)N1C[C@H](OCC1)CO